(2-(4-methylpiperazin-1-yl)ethyl)carbamic acid methyl ester COC(NCCN1CCN(CC1)C)=O